C(C)(=O)[SiH2][SiH2][SiH3] acetyl-trisilane